ethyl 2-[2-tert-butyl-8-chloro-9-(dimethylamino)-5-oxobenzo[b]1,8-naphthyridin-10-yl]acetate C(C)(C)(C)C=1C=CC=2C(C3=C(N(C2N1)CC(=O)OCC)C(=C(C=C3)Cl)N(C)C)=O